methyl [(6S)-4-(4-chlorophenyl)-2-(hydroxymethyl)-3,9-dimethyl-6H-thieno[3,2-f][1,2,4]triazolo[4,3-a][1,4]diazepin-6-yl]acetate ClC1=CC=C(C=C1)C1=N[C@H](C=2N(C3=C1C(=C(S3)CO)C)C(=NN2)C)CC(=O)OC